N-((R)-1-(((R)-4-hydroxy-3-oxo-1-((R)-2-oxopyrrolidin-3-yl)butan-2-yl)amino)-4-methyl-1-oxopentan-2-yl)-4-methoxy-1-(2-methylallyl)-1H-indole-2-carboxamide OCC([C@@H](C[C@@H]1C(NCC1)=O)NC([C@@H](CC(C)C)NC(=O)C=1N(C2=CC=CC(=C2C1)OC)CC(=C)C)=O)=O